tris-(2-maleimidoethyl)benzene C1(C=CC(N1CCC=1C(=C(C=CC1)CCN1C(C=CC1=O)=O)CCN1C(C=CC1=O)=O)=O)=O